O1COC2=C1C=CC(=C2)O 5-benzo[d][1,3]dioxolol